FC1=C(C=CC=C1)[C@]1([C@@H]2CCN(C[C@H]12)C1=CN=C2C(=N1)NN=C2C2=CC1=CN(N=C1C=C2)C)CNC(C)=O N-(((1S,6R,7R)-7-(2-fluorophenyl)-3-(3-(2-methyl-2H-indazol-5-yl)-1H-pyrazolo[3,4-b]pyrazin-6-yl)-3-azabicyclo[4.1.0]heptan-7-yl)methyl)acetamide